C[C@@H]1COCCN1C=1C=C(C=2N(N1)C(=NC2)C2=CC=NN2)C2(CCCCC2)C#N (R)-1-(2-(3-methylmorpholino)-7-(1H-pyrazol-5-yl)imidazo[1,5-b]pyridazin-4-yl)cyclohexane-1-carbonitrile